C(C)C(C(=O)OCCNC(NC1=CC=C(C=C1)C(\C=C\C1=CC(=C(C=C1)O)OC)=O)=O)(CC(CC(C(=O)NCO)C)C(NCOC)=O)C 2-[[4-[(E)-3-(4-Hydroxy-3-methoxyphenyl)prop-2-enoyl]phenyl]carbamoylamino]ethyl 2-ethyl-7-(hydroxymethylamino)-4-(methoxymethylcarbamoyl)-2,6-dimethyl-7-oxoheptanoate